2-(1,4-oxazinan-4-yl)ethan-1-ol O1CCN(CC1)CCO